tert-Butyl 5-chloro-5',6'-dihydro[2,3'-bipyridine]-1'(4'H)-carboxylate ClC=1C=CC(=NC1)C1=CN(CCC1)C(=O)OC(C)(C)C